2-{4-[1-Methyl-4-(1-methyl-1H-pyrazol-4-yl)-6-oxo-1,6-dihydro-pyridin-3-yl]-pyrazol-1-yl}-benzonitrile CN1C=C(C(=CC1=O)C=1C=NN(C1)C)C=1C=NN(C1)C1=C(C#N)C=CC=C1